n4,N4'-diphenyl-N4,N4'-bis(9-phenyl-9H-carbazol-3-yl)biphenyl-4,4'-diamine C1=CC=C(C=C1)N2C3=C(C=C(C=C3)N(C4=CC=CC=C4)C5=CC=C(C=C5)C6=CC=C(C=C6)N(C7=CC=CC=C7)C8=CC9=C(C=C8)N(C1=CC=CC=C19)C1=CC=CC=C1)C1=CC=CC=C12